N-((3R,4S)-4-((6-(2,6-dichloro-3,5-dimethoxyphenyl)-8-(pyrrolidin-1-yl)pyrido[3,4-d]pyrimidin-2-yl)amino)tetrahydrofuran-3-yl)acrylamide ClC1=C(C(=C(C=C1OC)OC)Cl)C1=CC2=C(N=C(N=C2)N[C@H]2[C@H](COC2)NC(C=C)=O)C(=N1)N1CCCC1